C[Si](O[Si](O[Si](C)(C)C)(O[Si](C)(C)C)C)(C)C heptamethyl-3-[(trimethylsilyl)oxy]trisiloxane